N9-(4-(1,3-dioxoisoindoline-2-yl)butyl)harmine O=C1N(C(C2=CC=CC=C12)=O)CCCCN1C2=CC(=CC=C2C=2C=CN=C(C)C12)OC